(1S,2S,5R)-2-((S)-cyclopropyl-(hydroxy)methyl)-3,8-diazabicyclo[3.2.1]octane-8-carboxylic acid tert-butyl ester C(C)(C)(C)OC(=O)N1[C@@H]2[C@H](NC[C@H]1CC2)[C@@H](O)C2CC2